(4-(trifluoromethyl)phenyl)glycine FC(C1=CC=C(C=C1)NCC(=O)O)(F)F